((2R,3R,4S,5S,6R)-3,4,5-tris(benzyloxy)-6-phenoxytetrahydro-2H-pyran-2-yl)methyl trifluoromethanesulfonate FC(S(=O)(=O)OC[C@H]1O[C@@H]([C@H]([C@H]([C@@H]1OCC1=CC=CC=C1)OCC1=CC=CC=C1)OCC1=CC=CC=C1)OC1=CC=CC=C1)(F)F